8-cyclopentyl-5-methyl-2-(1-(methylsulfonyl)piperidin-4-ylamino)-7-oxo-7,8-dihydropyrido[2,3-d]pyrimidine-6-carbonitrile C1(CCCC1)N1C(C(=C(C2=C1N=C(N=C2)NC2CCN(CC2)S(=O)(=O)C)C)C#N)=O